N-hydroxyethyl-succinimide acrylate C(C=C)(=O)O.OCCN1C(CCC1=O)=O